CC(C)CC(C#CC(CC(C)C)(O)C)(O)C 2,4,7,9-tetramethyl-5-decyn-4,7-diol